The molecule is a thiadiazolopyridazine that is 3-iminotetrahydro[1,3,4]thiadiazolo[3,4-a]pyridazin-1-one in which the exocyclic nitrogen has been substituted by a 5-[(carboxymethyl)thio]-4-chloro-2-fluorophenyl group. A protoporphyrinogen oxidase inhibitor, it is used (usually as the corresponding methyl ester proherbicide, fluthiacet-methyl) for the control of broad-leaved weeds in crops such as maize and soya. It has a role as an EC 1.3.3.4 (protoporphyrinogen oxidase) inhibitor, a herbicide and an agrochemical. It is an organic sulfide, a monocarboxylic acid, a member of monochlorobenzenes, a member of monofluorobenzenes and a thiadiazolopyridazine. C1CCN2C(=O)SC(=NC3=CC(=C(C=C3F)Cl)SCC(=O)O)N2C1